FC1=C(C=C(C(=C1)C(F)(F)F)F)NS(=O)(=O)C1=CN(C=2CC(CCC12)(F)F)S(=O)(=O)C1=CC=C(C)C=C1 N-(2,5-difluoro-4-(trifluoromethyl)phenyl)-6,6-difluoro-1-tosyl-4,5,6,7-tetrahydro-1H-indole-3-sulfonamide